OC1CC2(C1)COCCN(C2)C(=O)OC(C)(C)C tert-butyl 2-hydroxy-6-oxa-9-azaspiro[3.6]decane-9-carboxylate